FC(C=1C=CC=2N(C1)C(=CN2)C=2CCN(CC2)C(=O)OC(C)(C)C)(F)F tert-butyl 4-(6-(trifluoromethyl) imidazo[1,2-a]pyridin-3-yl)-3,6-dihydropyridine-1(2H)-carboxylate